2,2-diphenyl-5-hydroxy-6-carbomethoxy-9-methoxy-2H-naphtho[1,2-b]pyran C1(=CC=CC=C1)C1(C=CC2=C(O1)C1=CC(=CC=C1C(=C2O)C(=O)OC)OC)C2=CC=CC=C2